The molecule is a nucleotide conjugate consisting of CDP joined at the 1L-position of myo-inositol via a diphosphate linkage. It derives from a CDP and a myo-inositol. It is a conjugate acid of a CDP-1L-myo-inositol(2-). C1=CN(C(=O)N=C1N)[C@H]2[C@@H]([C@@H]([C@H](O2)COP(=O)(O)OP(=O)(O)OC3[C@H]([C@H](C([C@H]([C@@H]3O)O)O)O)O)O)O